3-fluoro-4-(4-(4-fluorobenzyl)-3-(oxetan-3-yl)-2,5-dioxopiperazin-1-yl)benzonitrile FC=1C=C(C#N)C=CC1N1C(C(N(C(C1)=O)CC1=CC=C(C=C1)F)C1COC1)=O